C(C1=CC=CC=C1)N1CC2=C(N=C(N=C2)C2=C(C=C(C=C2)C2=CN=CC(=N2)C2=CC(=CS2)NC(CC2CCC2)=O)OC)CC1 N-(5-(6-(4-(6-benzyl-5,6,7,8-tetrahydropyrido[4,3-d]pyrimidin-2-yl)-3-methoxyphenyl)pyrazin-2-yl)thiophen-3-yl)-2-cyclobutyl-acetamide